methyl (2S,3R)-2-[(4-ethynylbenzoyl)amino]-3-hydroxy-butanoate C(#C)C1=CC=C(C(=O)N[C@H](C(=O)OC)[C@@H](C)O)C=C1